4-chloro-5-fluoro-2-hydroxybenzaldehyde ClC1=CC(=C(C=O)C=C1F)O